1-(2-chloro-7,8-dihydro-1,6-naphthyridin-6(5H)-yl)-2-cyclopentylethan ClC1=NC=2CCN(CC2C=C1)CCC1CCCC1